8-Octacosenoic acid C(CCCCCCC=CCCCCCCCCCCCCCCCCCCC)(=O)O